7-bromo-3-(4-isoquinolyl)-6-methoxy-1H-quinazoline-2,4-dione BrC1=C(C=C2C(N(C(NC2=C1)=O)C1=CN=CC2=CC=CC=C12)=O)OC